triazolecarbamate N1N=NC(=C1)NC(=O)[O-]